NC1=CC=C2C(=N1)CCC2NC([C@H](C)NC(=O)[C@@H]2NC[C@@H](C2)C2=CC(=CC=C2)Cl)=O (2R,4S)-N-((2S)-1-((2-amino-6,7-dihydro-5H-cyclopenta[b]pyridin-5-yl)amino)-1-oxopropan-2-yl)-4-(3-chlorophenyl)pyrrolidine-2-carboxamide